NC1=CC=C2C(=NNC2=C1)C1C(NC(CC1)=O)=O 3-(6-amino-1H-indazol-3-yl)piperidine-2,6-dione